[N+](=O)([O-])C1=C(C=C(C(=C1)OC)OC)C(=CN)N 1-(2-Nitro-4,5-dimethoxyphenyl)-1,2-diaminoethaneN